(4R,5R)-4-(5-(phenylethynyl)-3-pyridinyl)-5-(4-pyrimidinyl)-1,3-oxazolidin-2-one C1(=CC=CC=C1)C#CC=1C=C(C=NC1)[C@H]1NC(O[C@H]1C1=NC=NC=C1)=O